cis-4-Hexenal C(CC\C=C/C)=O